1-allyl-bromo-3-(4-((3,5-dicarboxyphenyl)azo)phenyl)-1H-imidazole C(C=C)N1C(N(C=C1)C1=CC=C(C=C1)N=NC1=CC(=CC(=C1)C(=O)O)C(=O)O)Br